ClC1=C(C=C(OCC(=O)N[C@@H]2[C@H](C[C@H](CC2)C(=O)OCC)OC(COC2=CC(=C(C=C2)Cl)F)=O)C=C1)F ethyl (1S,3S,4S)-4-[2-(4-chloro-3-fluorophenoxy)acetamido]-3-{[(4-chloro-3-fluorophenoxy)acetyl]oxy}cyclohexane-1-carboxylate